tert-butyl 2-(2-((4-oxo-2-thioxo-2,3,4,5-tetrahydro-1H-pyrrolo[3,2-d]pyrimidin-1-yl)methyl)phenyl)-5-(trifluoromethyl)piperidine-1-carboxylate O=C1C2=C(N(C(N1)=S)CC1=C(C=CC=C1)C1N(CC(CC1)C(F)(F)F)C(=O)OC(C)(C)C)C=CN2